OC1CCN(CC1)C(=O)C=1C2=C(N(N1)CCC1CCN(CC1)C(=O)C1=CC=CC=C1)CCC2 [4-[2-[3-(4-hydroxypiperidine-1-carbonyl)-5,6-dihydro-4H-cyclopenta[c]pyrazol-1-yl]ethyl]-1-piperidyl]-phenyl-methanone